FC1=C(CNC(=O)C=2C(C(=C3N(CC4N([C@H]5CCN4C5)C3=O)C2)O)=O)C=CC(=C1)F (1R,4S)-N-(2,4-difluorobenzyl)-7-hydroxy-6,8-dioxo-3,4,6,8,12,12a-hexahydro-2H-1,4-methanopyrido[1',2':4,5]pyrazino[1,2-a]pyrimidine-9-carboxamide